[Ni].[W].[Cu].[Ag] silver-copper-tungsten-nickel